3-propyl-2-thioxo-2,3-dihydrofuro[3,2-d]pyrimidin-4(1H)-one C(CC)N1C(NC2=C(C1=O)OC=C2)=S